3-dodecyl-1-(1-ethanoyl-2,2,6,6-tetramethyl-piperidin-4-yl)pyrrolidin-2,5-dione C(CCCCCCCCCCC)C1C(N(C(C1)=O)C1CC(N(C(C1)(C)C)C(C)=O)(C)C)=O